C(C)(=O)O[C@H](COC1=C(C=C(C=C1)S(=O)(=O)C1=CC(=C(C=C1)OC[C@H](CN1C=NC=C1)OC(C)=O)Cl)Cl)CCl (R)-1-(4-((4-((S)-2-acetoxy-3-(1H-imidazol-1-yl)propoxy)-3-chlorophenyl)sulfonyl)-2-chlorophenoxy)-3-chloropropan-2-yl acetate